dimethyl-oxyphosphorus CO[P]OC